C1(=CC=CC2=CC=CC=C12)CNC\C=C/C1=CC=CC=C1 (Z)-N-(naphthalen-1-ylmethyl)-3-phenylpropan-2-en-1-amine